(4-(benzothiazol-5-yl)-5-methylpyrimidin-2-yl)amine S1C=NC2=C1C=CC(=C2)C2=NC(=NC=C2C)N